azepan-3-ylmethanol N1CC(CCCC1)CO